FC(C1=C(C=CC(=C1)C(F)(F)F)C1CCC2=C(N(C1=O)CC#CC(F)(F)F)C=CC(=C2)F)(F)F 3-(2,4-bis(trifluoromethyl)phenyl)-7-fluoro-1-(4,4,4-trifluorobut-2-ynyl)-4,5-dihydro-1H-benzo[b]azepin-2(3H)-one